[Cl-].ONC(C1=CC(=CC=C1)C(F)(F)F)=O N-hydroxy-3-(trifluoromethyl)benzamide chloride